7-(2-chlorophenyl)-6-fluoro-4-((2S)-2-methyl-4-(2-propenoyl)-1-piperazinyl)-1-(2-(2-propanyl)phenyl)pyrido[2,3-d]pyrimidin-2(1H)-one ClC1=C(C=CC=C1)C=1C(=CC2=C(N(C(N=C2N2[C@H](CN(CC2)C(C=C)=O)C)=O)C2=C(C=CC=C2)C(C)C)N1)F